6-chloro-N-methyl-N-(pyrrolidin-3-yl)-1H-pyrazolo[4,3-c]pyridin-3-amine hydrochloride Cl.ClC1=CC2=C(C=N1)C(=NN2)N(C2CNCC2)C